methyl 4-bromo-5-chloro-2-(2-cyanoacetylamino)-3-fluorobenzoate BrC1=C(C(=C(C(=O)OC)C=C1Cl)NC(CC#N)=O)F